C(#N)C=1C=NN2C1C(=CC(=C2F)OCC(C)(C)O)C=2C=CC(=NC2)N2CC1N(C(C2)C1)C(=O)OC(C)(C)C tert-butyl 3-(5-(3-cyano-7-fluoro-6-(2-hydroxy-2-methylpropoxy)pyrazolo[1,5-a]pyridin-4-yl)pyridin-2-yl)-3,6-diazabicyclo[3.1.1]heptane-6-carboxylate